3-((R)-1-(1-((R)-3-cyclohexyl-2-methylpropanoyl)-4-hydroxypiperidin-4-yl)propyl)-6-phenylpyrimidin-4(3H)-one C1(CCCCC1)C[C@H](C(=O)N1CCC(CC1)(O)[C@@H](CC)N1C=NC(=CC1=O)C1=CC=CC=C1)C